1-(4-iodophenyl)-4-methyl-6-oxo-1,6-dihydropyridazine-3-carboxamide IC1=CC=C(C=C1)N1N=C(C(=CC1=O)C)C(=O)N